N=1NCNCC1C(=O)O 2,3,4,5-tetrahydro-1,2,4-triazine-6-carboxylic acid